N-(5-(3-(1-((5-ethylthiazol-2-yl)amino)-1-oxopropan-2-yl)phenyl)pyridin-2-yl)acrylamide C(C)C1=CN=C(S1)NC(C(C)C=1C=C(C=CC1)C=1C=CC(=NC1)NC(C=C)=O)=O